1-[2-methyl-6-{1H-pyrazolo[3,4-b]pyridin-3-yl}-2,3-dihydroindol-1-yl]prop-2-en-1-one CC1N(C2=CC(=CC=C2C1)C1=NNC2=NC=CC=C21)C(C=C)=O